BrC1=CN=C(N1C)C(=O)OCC ethyl 5-bromo-1-methyl-imidazole-2-carboxylate